[NH4+].FC=1C(=C(C=CC1)NC=1C(=NN2C1C(NCC2)=O)C2=C1C(=NC=C2)C=C(S1)C)OC 3-[(3-fluoro-2-methoxyphenyl)amino]-2-[2-methylthieno[3,2-b]pyridin-7-yl]-5H,6H,7H-pyrazolo[1,5-a]pyrazin-4-one ammonium